2,6-dioxaspiro[3.3]heptane C1OCC12COC2